(3-methoxyazetidin-1-yl)-6-oxo-pyridazin COC1CN(C1)C1=NNC(C=C1)=O